(2R,3S,4S,5R,6S)-2-methoxy-6-methyl-5-((methylsulfonyl)oxy)tetrahydro-2H-pyran-3,4-diyl dibenzoate C(C1=CC=CC=C1)(=O)O[C@@H]1[C@@H](O[C@H]([C@H]([C@H]1OC(C1=CC=CC=C1)=O)OS(=O)(=O)C)C)OC